C(C1=CC=CC=C1)NNC(=O)OC(C)(C)C tert-butyl 2-benzylhydrazinecarboxylate